C(C)OC(CC=1N=C2N(C=C(C=C2)C2=NOC(=N2)C(F)(F)F)C1)=O.CC(CCCC)NC(C=C)=O N-2-hexyl-acrylamide ethyl-2-(6-(5-(trifluoromethyl)-1,2,4-oxadiazol-3-yl)imidazo[1,2-a]pyridin-2-yl)acetate